N1=C(C=NC=C1)CN1[C@@H](CCC1)C(=O)NC(C(=O)O)CC 2-((S)-1-(pyrazin-2-ylmethyl)pyrrolidine-2-carboxamido)butanoic acid